CC1=NC=CC=C1C1N(CCC1)C 2-methyl-3-(1-methylpyrrolidin-2-yl)pyridine